2-(6-azaspiro[2.5]oct-6-yl)-N-(thieno[3,2-b]pyridin-3-yl)benzamide C1CC12CCN(CC2)C2=C(C(=O)NC1=CSC=3C1=NC=CC3)C=CC=C2